Benzyl 9-(2-((4-((2-((tert-butoxycarbonyl)amino)phenyl)carbamoyl)phenyl)amino)-2-oxoethoxy)nonanoate C(C)(C)(C)OC(=O)NC1=C(C=CC=C1)NC(=O)C1=CC=C(C=C1)NC(COCCCCCCCCC(=O)OCC1=CC=CC=C1)=O